COC(=O)N([C@H](C(=O)O)CC1=CC=NC=C1)C (S)-2-((methoxycarbonyl)(methyl)amino)-3-(pyridin-4-yl)propanoic acid